anti-p-methylsulfonylphenylserine CS(=O)(=O)C1=CC=C(C=C1)N[C@@H](CO)C(=O)O